amino-2'-((3-(3-aminophenyl)propanamido)methyl)-N,N-dimethyl-[2,3':5',4''-terpyridine]-5-carboxamide NC=1C(=NC=C(C1)C(=O)N(C)C)C=1C(=NC=C(C1)C1=CC=NC=C1)CNC(CCC1=CC(=CC=C1)N)=O